2,5-bis(2-decyldodecyl)pyrrolo[3,4-c]Pyrrole-1,4(2H,5H)-dione C(CCCCCCCCC)C(CN1C(C2=CN(C(C2=C1)=O)CC(CCCCCCCCCC)CCCCCCCCCC)=O)CCCCCCCCCC